C(CCCCCCC\C=C/CCCCCCCC)(=O)O.C(CCCCCCC\C=C/CCCCCCCC)(=O)O.C(CCCCCCC\C=C/CCCCCCCC)(=O)O.C(C1=CC(O)=C(O)C(O)=C1)(=O)O gallic acid trioleate